CC1=C(C=CC=C1B1OC(C(O1)(C)C)(C)C)C1=NN2C(C(CCC2)N2CCC(CC2)O)=C1 1-[2-[2-methyl-3-(4,4,5,5-tetramethyl-1,3,2-dioxaborolan-2-yl)phenyl]-4,5,6,7-tetrahydropyrazolo[1,5-a]pyridin-4-yl]piperidin-4-ol